O1C2=C(C=C1)C=C1CC(CC1=C2)O 6,7-dihydro-5H-indeno[5,6-b]furan-6-ol